N-(3,5-bis(trifluoromethyl)phenyl)-3-(4-methoxyphenyl)-1H-pyrazolo[3,4-b]pyridin-5-amine FC(C=1C=C(C=C(C1)C(F)(F)F)NC=1C=C2C(=NC1)NN=C2C2=CC=C(C=C2)OC)(F)F